1,2,4-tris(2'-mercaptoethylthio)benzene SCCSC1=C(C=C(C=C1)SCCS)SCCS